O(CCOCCOCCOC)BOCCOCCOCCOC bis(1,4,7,10-tetraoxaundecyl)borane